N-(6-(1-(5-acetamido-1,3,4-thiadiazol-2-yl)pyrrolidin-3-yl)pyridazin-3-yl)-2-(3-(trifluoromethoxy)phenyl)acetamide C(C)(=O)NC1=NN=C(S1)N1CC(CC1)C1=CC=C(N=N1)NC(CC1=CC(=CC=C1)OC(F)(F)F)=O